C=1(C(=CC=CC1O)S(=O)(=O)[O-])C.[K+] potassium cresolsulfonate